CC1=CC=CC(=N1)C1=C(N=CN1)C=1C=C2C=C(C=NC2=CC1)C=1N=C(SC1)C(=O)OCCN1CCNCC1 2-piperazin-1-ylethyl 4-[6-[5-(6-methyl-2-pyridyl)-1H-imidazol-4-yl]-3-quinolyl]thiazole-2-carboxylate